4-(2-Amino-2-methylpropanoyl)-N-(1-(4-(2-(((cis-3-aminocyclobutyl)methyl)(ethyl)amino)propyl)phenyl)-2-oxo-1,2-dihydropyrimidin-4-yl)piperazine-1-carboxamide hydrochloride salt Cl.NC(C(=O)N1CCN(CC1)C(=O)NC1=NC(N(C=C1)C1=CC=C(C=C1)CC(C)N(CC)C[C@@H]1C[C@@H](C1)N)=O)(C)C